n-decyl cyclopentanate C1(CCCC1)C(=O)OCCCCCCCCCC